4-(4-(tert-butyl)phenyl)-2-isobutyl-7-(benzothien-2-yl)-benzotriazol C(C)(C)(C)C1=CC=C(C=C1)C1=CC=C(C2=NN(N=C21)CC(C)C)C=2SC1=C(C2)C=CC=C1